F[C@@H]1C[C@H](N(C1)C(CCC1=CN=CN1)=O)C(=O)N[C@H](C1=CC=C(C=C1)C(C)C)C1=CC=CC=C1 (2S,4R)-4-fluoro-1-[3-(1H-imidazol-5-yl)propanoyl]-N-[(S)-phenyl[4-(propan-2-yl)phenyl]methyl]pyrrolidine-2-carboxamide